4-[5-(3-methylpyrazol-1-yl)-2-(4-pyridyl)pyrazolo[1,5-a]pyrimidin-7-yl]morpholine CC1=NN(C=C1)C1=NC=2N(C(=C1)N1CCOCC1)N=C(C2)C2=CC=NC=C2